NCC(C(=O)OC)CN methyl 3-amino-2-(aminomethyl)propanoate